ClC1=C(N=C(NC1=O)C1=CC(=NC=C1)F)N1CC(NCC1)(C)C 5-chloro-4-(3,3-dimethylpiperazin-1-yl)-2-(2-fluoro-4-pyridinyl)-1H-pyrimidin-6-one